CN1C(N(C2=NC(=NC=C12)NC1=C(C=C2C=CC=NC2=C1)C)C1CCOCC1)=O 7-methyl-2-((6-methylquinolin-7-yl)amino)-9-(tetrahydro-2H-pyran-4-yl)-7,9-dihydro-8H-purine-8-On